C1=C(C=CC=2SC3=C(C21)C=CC=C3)C(=C(C3=CC2=C(SC1=C2C=CC=C1)C=C3)C3=CC=C(N(C1=CC=CC=C1)C1=CC=CC=C1)C=C3)C3=CC=C(N(C1=CC=CC=C1)C1=CC=CC=C1)C=C3 4,4'-(1,2-bis(dibenzo[b,d]thiophen-2-yl)ethene-1,2-diyl)-bis(N,N-diphenyl-aniline)